(5-ETHYNYLPYRIDIN-2-YL)PYRAZOLO[1,5-a]PYRIMIDINE-3-CARBOXAMIDE C(#C)C=1C=CC(=NC1)C1=NN2C(N=CC=C2)=C1C(=O)N